(S)-2-amino-3-(4-(3-(4-(8-chloro-5,6-dihydro-11H-benzo[5,6]cyclohepta[1,2-b]pyridin-11-ylidene)piperidin-1-yl)propoxy)phenyl)propionic acid trihydrochloride Cl.Cl.Cl.N[C@H](C(=O)O)CC1=CC=C(C=C1)OCCCN1CCC(CC1)=C1C2=C(CCC=3C1=NC=CC3)C=C(C=C2)Cl